ClC(C[Si](OC)(OC)OC)Cl 2,2-dichloroethyltrimethoxysilane